C(CCCCC(=O)[O-])(=O)OCC(OCCOCCCC)CC1=CC=CC=C1 benzyl-2-butoxyethoxyethyl adipate